imidazo[1,2-a]-quinoxaline C1=CN=C2N1C1=CC=CC=C1N=C2